C(CCCC)C1CCC(CC1)C1CCC(CC1)C1=CC(=C(C(=C1)F)F)F trans-4'-pentyl-4-(3,4,5-trifluorophenyl)bicyclohexyl